N,N1-Bis-(2,3-dihydrobenzo[1,4]dioxin-6-yl)-6-pyrrolidin-1-yl-[1,3,5]triazine-2,4-diamine O1CCOC2=C1C=CC(=C2)NC2N(C(=NC(=N2)N)N2CCCC2)C2=CC1=C(OCCO1)C=C2